2-(3-(hydroxymethyl)-1H-pyrazol-1-yl)-2-methylpropionic acid ethyl ester C(C)OC(C(C)(C)N1N=C(C=C1)CO)=O